C=1N=CN2C1C(OCC2)C2=CC(=C(C#N)C(=C2)F)F 4-(5,6-dihydro-8H-imidazo[5,1-c][1,4]oxazin-8-yl)-2,6-difluorobenzonitrile